C(C)(C)(C)OC(=O)N1C(C2=CC(=CC(=C2C1C)P(=O)(C)C)Br)=O 6-bromo-4-(dimethylphosphoryl)-3-methyl-1-oxoisoindoline-2-carboxylic acid tert-butyl ester